2'-fluoro-3,4-dimethoxy-1,1'-biphenyl FC1=C(C=CC=C1)C1=CC(=C(C=C1)OC)OC